FC=1C(=CC=2C3=C(C=NC2C1)N(C(C31CC(C1)OC)=O)C)C=1C=C(C(=NC1)OCCNC(C)C)NS(=O)(=O)C N-(5-(7'-Fluoro-3-methoxy-3'-methyl-2'-oxo-2',3'-dihydrospiro[cyclobutane-1,1'-pyrrolo[2,3-c]quinolin]-8'-yl)-2-(2-(isopropylamino)ethoxy)pyridin-3-yl)methanesulfonamide